NCC(=O)N1C(C=2N(CC1)C(=C(N2)C2=CC(=C(C(=C2)F)F)F)NC2=NC=C(C=N2)Cl)(C)C 2-amino-1-(3-((5-chloropyrimidin-2-yl)amino)-8,8-dimethyl-2-(3,4,5-trifluorophenyl)-5,6-dihydroimidazo[1,2-a]pyrazin-7(8H)-yl)ethan-1-one